5-(2-amino-4-hydroxyimidazo[5,1-f][1,2,4]triazin-7-yl)tetrahydro-2H-pyran-2-carboxylic acid ethyl ester C(C)OC(=O)C1OCC(CC1)C1=NC=C2C(=NC(=NN21)N)O